5H-1,2,3-dithiazol-5-imine S1SN=CC1=N